ClC1=C(C(=C(C=C1OC)OC)Cl)C1=CC2=C(N=C(N=C2)N[C@@H]2COCC[C@@H]2NC(C=C)=O)C(=N1)C=1C=NN(C1)CCOC N-((3S,4S)-3-((6-(2,6-dichloro-3,5-di-methoxyphenyl)-8-(1-(2-methoxy-ethyl)-1H-pyrazol-4-yl)pyrido[3,4-d]pyrimidin-2-yl)amino)tetrahydro-2H-pyran-4-yl)acrylamide